(R)-methyl 6-chloro-3-(1-(3,6-dimethyl-2-(1-methyl-1H-imidazol-5-yl)-4-oxo-3,4-dihydroquinazolin-8-yl)ethylamino)picolinate ClC1=CC=C(C(=N1)C(=O)OC)N[C@H](C)C=1C=C(C=C2C(N(C(=NC12)C1=CN=CN1C)C)=O)C